1-((4aR,6R,7R,8R,8aR)-6-(Azidomethyl)-7-methoxy-2,2-dimethylhexahydropyrano[3,2-d][1,3]dioxin-8-yl)-4-(2,3-difluoro-4-methylphenyl)-1H-1,2,3-triazole N(=[N+]=[N-])C[C@@H]1[C@@H]([C@H]([C@H]2OC(OC[C@H]2O1)(C)C)N1N=NC(=C1)C1=C(C(=C(C=C1)C)F)F)OC